N[C@@H](CC1=CNC2=CC=CC=C12)C(=O)N[C@@H](CC(=O)[O-])C(=O)[O-] Tryptophyl-Aspartate